NCCCCCCCCCC(=O)N1CCN(CC1)C(=O)C=1C=C2C=CC(=CC2=CC1)CCNC1=CC=NC2=CC=C(C=C12)C#N 4-[2-[6-[4-(10-aminodecanoyl)piperazine-1-carbonyl]-2-naphthyl]ethylamino]quinoline-6-carbonitrile